C(CCC(=O)OCCl)(=O)OC(C)(C)C tert-Butyl chloromethyl succinate